(3aR,5s,6aS)-N-(5-(difluoromethyl)-6-(5-fluoro-2-methylphenyl)pyridazin-3-yl)-2-((tetrahydro-2H-pyran-4-yl)methyl)octahydrocyclopenta[c]pyrrol-5-amine FC(C=1C=C(N=NC1C1=C(C=CC(=C1)F)C)NC1C[C@@H]2[C@@H](CN(C2)CC2CCOCC2)C1)F